C(C)(C)(C)OC(=O)N1CCC(CC1)OC1CC(C1)CN1CCN(CC1)C(=O)OCC1=CC=CC=C1 benzyl 4-[[3-[(1-tert-butoxycarbonyl-4-piperidyl)oxy]cyclobutyl]methyl]piperazine-1-carboxylate